C1=C(C=CC2=CC=CC=C12)N1C(C=CC1=O)=O 1-(naphthalen-2-yl)-1H-pyrrole-2,5-dione